ethyl 5-[tert-butoxycarbonyl(methyl)amino]-5,6-dihydro-4H-cyclopenta[b]thiophene-2-carboxylate C(C)(C)(C)OC(=O)N(C1CC2=C(SC(=C2)C(=O)OCC)C1)C